bismuth lithium telluride [Te-2].[Li+].[Bi+3].[Te-2]